CN(S(=O)(=O)C1=CC=C(CN2C3=C(OCC2=O)C=CC(=C3)C(=O)NO)C=C1)C 4-(4-(N,N-dimethylsulfamoyl)benzyl)-N-hydroxy-3-oxo-3,4-dihydro-2H-benzo[b][1,4]oxazine-6-carboxamide